tert-Butyl 6-(4-((5-Cyclopropyl-1H-pyrazol-3-yl)amino)pyrimidin-2-yl)-2,6-diazaspiro[3.4]octane-2-carboxylate C1(CC1)C1=CC(=NN1)NC1=NC(=NC=C1)N1CC2(CN(C2)C(=O)OC(C)(C)C)CC1